CN(C1COC2CNCC21)C N,N-dimethyl-3,3a,4,5,6,6a-hexahydro-2H-furo[2,3-c]pyrrol-3-amine